methyl 2-(6-(4-(4-(4-chloro-3-fluorophenyl)-7,7-dimethyl-4,5,6,7-tetrahydropyrazolo[1,5-a]pyrimidine-2-carbonyl)-3,3-dimethylpiperazin-1-yl)pyridin-3-yl)acetate ClC1=C(C=C(C=C1)N1C=2N(C(CC1)(C)C)N=C(C2)C(=O)N2C(CN(CC2)C2=CC=C(C=N2)CC(=O)OC)(C)C)F